[C@]1([C@H](O)[C@H](O)[C@@H](CO)O1)(N1C=NC=2C(N)=NC=NC12)CCCCCCCC\C=C/CCCCCCCCCCCC(=O)O Adenosineerucic acid